CCOC(=O)CCCCCCCCC=C Ethyl Undecenoate